2-[bis[(2,6-difluoro-3-hydroxy-phenyl)methyl]-amino]ethanehydroximic acid FC1=C(C(=CC=C1O)F)CN(CC(O)=NO)CC1=C(C(=CC=C1F)O)F